4-(3-phenylisooxazolidin-2-yl)-N-(5-(tetrahydro-2H-pyran-4-yl)pyridin-2-yl)-5-(trifluoromethyl)pyrimidin-2-amine C1(=CC=CC=C1)C1N(OCC1)C1=NC(=NC=C1C(F)(F)F)NC1=NC=C(C=C1)C1CCOCC1